NC\C=C(\CN1C(=NC2=C1C=CC=C2C=2C=C(C=CC2)S(=O)(=O)N(C)C)CC)/F (Z)-3-(1-(4-amino-2-fluoro-but-2-en-1-yl)-2-ethyl-1H-benzo[d]imidazol-4-yl)-N,N-dimethylbenzenesulfonamide